2-amino-4-oxo-N-phenyl-1H-1,5-naphthyridine-3-carboxamide NC=1NC2=CC=CN=C2C(C1C(=O)NC1=CC=CC=C1)=O